C(C1=CC=C(C(=O)[O-])C=C1)(=O)ON.[La+3].NOC(C1=CC=C(C(=O)[O-])C=C1)=O.NOC(C1=CC=C(C(=O)[O-])C=C1)=O lanthanum amino terephthalate